7-(3-(Dimethylamino)propoxy)-2H-chromen-2-one CN(CCCOC1=CC=C2C=CC(OC2=C1)=O)C